C(=O)Cl formyl Chloride